ClC1=C(C=C(C=C1)F)CC(=O)NC1=CC(=C(C=C1)N1N=CC(=C1)Cl)S(N)(=O)=O 2-(2-Chloro-5-fluorophenyl)-N-[4-(4-chloro-1H-pyrazol-1-yl)-3-sulfamoylphenyl]acetamide